NC1C=CC(S(=O)(=O)[N-]C2N=CC=CN=2)=CC=1.[Na+] Sulfadiazine Sodium